NC1=C2N=CN(C2=NC=N1)C[C@@H](C)OCP(OCCSCCCCCCCCCCCCCC1=CC=C(C=C1)F)(O)=O 2-((13-(4-fluorophenyl)tridecyl)thio)ethyl hydrogen ((((R)-1-(6-amino-9H-purin-9-yl)propan-2-yl)oxy)methyl)phosphonate